FC(C(S(=O)(=O)O)(F)F)(F)F.FC(C(S(=O)(=O)O)(F)F)(F)F.C1(O)=CC=C(O)C=C1 hydroquinone bis(pentafluoroethanesulfonate)